CC1=CC=CC=2N=COC21 7-methylbenzo[d]oxazol